tert-butyl 8-methyl-6-(4,4,5,5-tetramethyl-1,3,2-dioxaborolan-2-yl)-3,4-dihydroisoquinoline-2(1H)-carboxylate CC=1C=C(C=C2CCN(CC12)C(=O)OC(C)(C)C)B1OC(C(O1)(C)C)(C)C